1-(3-((4-chloro-7-methoxyquinazolin-6-yl)oxy)azetidin-1-yl)prop-2-en-1-one 2-methoxyphenyl-adamantane-1-carboxylate COC1=C(C=CC=C1)OC(=O)C12CC3CC(CC(C1)C3)C2.ClC2=NC=NC3=CC(=C(C=C23)OC2CN(C2)C(C=C)=O)OC